ClC1=C(C=C(CC(C(=O)NC=2C=NN(C2)C2=CN=NC=C2C)CCCO)C=C1)F 2-(4-chloro-3-fluorobenzyl)-5-hydroxy-N-(1-(5-methylpyridazin-4-yl)-1H-pyrazol-4-yl)pentanamide